CC=1C=C2C(N3C(=NC2=C(C1)C)C(C1=CC(=CC=C13)[N+](=O)[O-])=O)=O 2,4-dimethyl-8-nitroindolo[2,1-b]quinazoline-6,12-dione